COC=1C=C(OC2=NC=CC=C2C2=CC=NC=C2)C=C(C1)N1N=CN=C1 2-(3-methoxy-5-(1H-1,2,4-triazol-1-yl)phenoxy)-3,4'-bipyridine